ONC(=N)C1=C2C=CC(=CC2=CC=C1)C(=O)O 5-(N-hydroxycarbamimidoyl)-2-naphthoic acid